FC=1C=C(C=C(C1)F)C1=NOC(C1)(C(=O)OC)C(C)O methyl 3-(3,5-difluorophenyl)-5-(1-hydroxyethyl)-4H-isoxazole-5-carboxylate